ClC1=CC(=CC=C1)[C@H]1[C@H](C1)\C=C\C1=CC=CC=C1 1-chloro-3-((1R,2R)-2-((E)-styryl)cyclopropyl)benzene